C(C=C)N1C(C2=CC=C(C=C2C1(C)C)NC1=NC=C(C(=C1)N[C@H](CO)C1=CC=CC=C1)C1=NC(=NO1)C1=CC=NC=C1)=O (S)-2-allyl-5-((4-((2-hydroxy-1-phenylethyl)amino)-5-(3-(pyridin-4-yl)-1,2,4-oxadiazol-5-yl)pyridin-2-yl)amino)-3,3-dimethylisoindolin-1-one